(4-carboxyphenyl)-porphyrinyl-cobalt (ii) C(=O)(O)C1=CC=C(C=C1)[Co]C1=C2NC(=C1)C=C1C=CC(=N1)C=C1C=CC(N1)=CC=1C=CC(N1)=C2